N-[2-(4-chlorophenyl)benzotriazol-5-yl]tetrahydrofuran-2-carboxamide ClC1=CC=C(C=C1)N1N=C2C(=N1)C=CC(=C2)NC(=O)C2OCCC2